ClC1=C(C=CC(=C1)F)C1N=C(NC(=C1C(=O)OC)C12C3C4C5(C3C1C5C24)C(=O)OC)C=2SC=CN2 methyl 4-(2-chloro-4-fluorophenyl)-6-((2R,3R,4R,5S)-4-(methoxycarbonyl) cuban-1-yl)-2-(thiazol-2-yl)-1,4-dihydropyrimidine-5-carboxylate